BrC=1C=C(C(=O)NC2=CC=NC=C2)C=CC1 3-bromo-N-(pyridin-4-yl)benzamide